BrC=1C=C(CN2N=C3C(=C2C2=C(C=CC=C2)F)CNC3)C=C(C1)OC 2-(3-bromo-5-methoxybenzyl)-3-(2-fluorophenyl)-2,4,5,6-tetrahydropyrrolo[3,4-c]pyrazole